F[C@H]1CN(CC[C@H]1NC1=CC=CC=2N1N=C(C2[C@H]2OC2)C#CCNC2=C(C=C(C=C2)S(=O)(=O)C)OC)C N-((3S,4R)-3-fluoro-1-methylpiperidin-4-yl)-2-(3-((2-methoxy-4-(methylsulfonyl)phenyl)amino)prop-1-yn-1-yl)-3-((R)-oxiran-2-yl)pyrazolo[1,5-a]pyridin-7-amine